N1C=C(C2=CC=CC=C12)C([C@H](C1=CC=CC=C1)NCCN1CCOCC1)=O |r| (S)- and (R)-1-(1H-indol-3-yl)-2-((2-morpholinoethyl)amino)-2-phenyl-ethan-1-one